N-tert.-Butyl-4-[2-(2,5-dibromo-3-fluoro-6-hydroxyphenyl)acetamido]pyridin C(C)(C)(C)N1CC=C(C=C1)NC(CC1=C(C(=CC(=C1O)Br)F)Br)=O